NC[C@H]1C[C@@H](CN1CC1=CC=CC=C1)C#N (3S,5R)-5-(aminomethyl)-1-phenylmethylpyrrolidine-3-carbonitrile